bromo-3'-methoxy-[1,1'-biphenyl]-4-carbonitrile BrC1=C(C=CC(=C1)C#N)C1=CC(=CC=C1)OC